Ethyl-[4-(5-(3,5-dichlorophenyl)-5-(trifluoromethyl)-4,5-dihydro-isoxazol-3-yl)-2-methylbenzamide] glycinate NCC(=O)O.C(C)C=1C(=C(C(=O)N)C=CC1C1=NOC(C1)(C(F)(F)F)C1=CC(=CC(=C1)Cl)Cl)C